C(CCCCC)OC(CCCCCCCCCC\C=C/CCO)OCCCCCC (3Z)-15,15-dihexyloxy-3-pentadecen-1-ol